methyl 5-((1-(5-((tert-butoxycarbonyl)amino)pentyl)-5-formyl-1H-benzo[d]imidazol-2-yl)carbamoyl)-2-fluorobenzoate C(C)(C)(C)OC(=O)NCCCCCN1C(=NC2=C1C=CC(=C2)C=O)NC(=O)C=2C=CC(=C(C(=O)OC)C2)F